(R)-7-(3-(2-(7-tosyl-7H-pyrrolo[2,3-c]pyridazin-5-yl)thiazol-4-yl)phenyl)-6,7-dihydro-5H-pyrrolo[1,2-a]imidazol-7-ol S(=O)(=O)(C1=CC=C(C)C=C1)N1C=C(C2=C1N=NC=C2)C=2SC=C(N2)C=2C=C(C=CC2)[C@@]2(CCN1C2=NC=C1)O